ClC=1C=C2C(=CC(=NC2=CC1)C(F)(F)F)NC1CCC(CC1)NC(CCC(=O)N)=O N-[(1s,4s)-4-{[6-chloro-2-(trifluoromethyl)quinolin-4-yl]amino}cyclohexyl]butanediamide